CC1CC(C1)(C1=NN=CN1C)C=1C=C(C=CC1)N1C(C2=C(C(=C1)C(F)(F)F)C=C(N2)CN2C[C@H](CCC2)C)=O 6-(3-((1r,3S)-3-methyl-1-(4-methyl-4H-1,2,4-triazol-3-yl)cyclobutyl)phenyl)-2-(((S)-3-methylpiperidin-1-yl)methyl)-4-(trifluoromethyl)-1,6-dihydro-7H-pyrrolo[2,3-c]pyridin-7-one